CC(=C)C(=CCC)C 2,3-dimethyl-hexadiene